(5-[(DIPROPYLAMINO)METHYL]-2-METHOXYPHENYL)BORANEDIOL C(CC)N(CCC)CC=1C=CC(=C(C1)B(O)O)OC